1-iododibenzo[b,d]furan-2,3,4,6,7,8,9-d7 IC1=C(C(=C(C=2OC3=C(C21)C(=C(C(=C3[2H])[2H])[2H])[2H])[2H])[2H])[2H]